OC[C@H]1N(CCN(C1)C(=O)OC(C)(C)C)C(=O)OCC1C2=CC=CC=C2C=2C=CC=CC12 (S)-1-((9H-fluoren-9-yl)methyl) 4-tert-butyl 2-(hydroxymethyl)piperazine-1,4-dicarboxylate